6-(3-methoxy-2-methylphenyl)-2-(5-(pyrrolidin-1-yl)pyrimidin-2-yl)-5,6,7,8-tetrahydrophthalazin-1(2H)-one COC=1C(=C(C=CC1)C1CC=2C=NN(C(C2CC1)=O)C1=NC=C(C=N1)N1CCCC1)C